Cl.COC(C1=C(C=C(C=C1)C)C)=O 2,4-dimethylbenzoic acid methyl ester hydrochloride